5-bromo-4-(2,4-difluorophenoxy)pyridin-2-amine BrC=1C(=CC(=NC1)N)OC1=C(C=C(C=C1)F)F